P(=O)([O-])(O)F.[Na+] monosodium fluorophosphate